6-[2,8-dimethylimidazo[1,2-b]pyridazin-6-yl]-2-(piperidin-4-yl)phthalazin-1-one CC=1N=C2N(N=C(C=C2C)C=2C=C3C=NN(C(C3=CC2)=O)C2CCNCC2)C1